5-(5-fluoropyridin-2-yl)-2-((1R,3R)-3-(pyrrolo[1,2-b]pyridazin-4-yloxy)cyclobutyl)-2,5,6,7-tetrahydro-3H-pyrrolo[2,1-c][1,2,4]triazol-3-one FC=1C=CC(=NC1)C1CCC2=NN(C(N21)=O)C2CC(C2)OC=2C=1N(N=CC2)C=CC1